ClC1=CC2=C(C(CCO2)CC(=O)O)C=C1 7-chloro-3,4-dihydro-2H-1-benzopyran-4-acetic acid